(2S,3R,4R/S)-dihydroxyisoleucine ON([C@@H]([C@H](C)CC)C(=O)O)O